C1(=CC=CC=C1)C(CN1CCC(CC1)C=1N=NN(C1)C=1C=C(C=CC1)C)O 1-phenyl-2-(4-(1-(m-tolyl)-1H-1,2,3-triazol-4-yl)piperidin-1-yl)ethan-1-ol